COC(=O)C1=C(NC(=C1)C1=C2C(=NC=C1)N(C=C2)S(=O)(=O)C2=CC=CC=C2)C2=CC(=C(C=C2)C#N)F.N2=CC(=CC=C2)CN2CC(CC2)C(=O)NN 1-(pyridin-3-ylmethyl)pyrrolidine-3-carbohydrazide Methyl-2-(4-cyano-3-fluorophenyl)-5-[1-(phenylsulfonyl)-1H-pyrrolo[2,3-b]pyridin-4-yl]-1H-pyrrole-3-carboxylate